(R)-ethyl-N-(2-((tert-butoxycarbonyl)amino)-2-phenylacetyl)-N-(thien-2-ylmethyl)glycine C(C)[C@@H](N(CC=1SC=CC1)C(C(C1=CC=CC=C1)NC(=O)OC(C)(C)C)=O)C(=O)O